FC1=CC(=C(C(=O)NC=2SC=CN2)C=C1)NS(=O)(=O)C1=CC=C(C=C1)C 4-fluoro-2-((4-methylphenyl)sulfonamido)-N-(thiazol-2-yl)benzamide